OC1(COC1)C1=CC=C(C=C1)C(=O)N1CC2=C(CC1)SC=C2C2=CC=C(C=C2)C(F)(F)F (4-(3-hydroxyoxetan-3-yl)phenyl)(3-(4-(trifluoromethyl)phenyl)-6,7-dihydrothieno[3,2-c]pyridin-5(4H)-yl)methanone